C([2H])([2H])([2H])C1[Se]CCCC1 (methyl-d3)selenane